O=C1CC(CN1CCC)C(=O)NCC1=CC=C(C=C1)NC1=CC=C(C=C1)N1CCC(CC1)C(F)(F)F 5-Oxo-1-propyl-N-(4-((4-(4-(trifluoromethyl)piperidin-1-yl)phenyl)amino)benzyl)pyrrolidine-3-carboxamide